O=C1C2=C(N=C(N1)[C@H]1[C@@H](CC1)C1=NC=CC=N1)N(N=C2C#N)[C@H](C)C=2C=NC(=CC2)C(F)(F)F 4-oxo-6-((1R,2R)-2-(pyrimidin-2-yl)cyclobutyl)-1-((R)-1-(6-(trifluoromethyl)pyridin-3-yl)ethyl)-4,5-dihydro-1H-pyrazolo[3,4-d]pyrimidine-3-carbonitrile